FC1=CC=C(C=C1)C(C1=NC=CC=C1CCN1C(C2=CC=CC=C2C1=O)=O)O 2-(2-(2-((4-fluorophenyl)(hydroxy)methyl)pyridin-3-yl)ethyl)isoindoline-1,3-dione